N-((2-(4-(2-Fluorophenoxy)phenyl)pyrimidin-5-yl)methyl)-2-(1H-pyrazol-4-yl)-6-(trifluoromethyl)pyridin-4-amine FC1=C(OC2=CC=C(C=C2)C2=NC=C(C=N2)CNC2=CC(=NC(=C2)C(F)(F)F)C=2C=NNC2)C=CC=C1